1H-Imidazole-4-carboxylic acid (6-fluoro-4-methoxy-7-phenyl-thiazolo[4,5-c]pyridin-2-yl)-amide FC1=C(C2=C(C(=N1)OC)N=C(S2)NC(=O)C=2N=CNC2)C2=CC=CC=C2